Cl.N[C@H](C(=O)OCC1=CC=CC=C1)CCCNC(C(F)(F)F)=O Benzyl (2S)-2-amino-5-(2,2,2-trifluoroacetamido)pentanoate hydrochloride